C(C)OC([C@H](CC(=O)N)NC(=O)OCCl)=O (S)-4-amino-2-((chloromethoxy)carbonylamino)-4-oxobutanoic acid ethyl ester